4-(5-amino-1-(1-(but-2-ynoyl)piperidin-3-yl)imidazo[1,5-c]pyrimidin-3-yl)-2-(trifluoromethyl)-N-(4-(trifluoromethyl)pyridin-2-yl)benzamide NC1=NC=CC=2N1C(=NC2C2CN(CCC2)C(C#CC)=O)C2=CC(=C(C(=O)NC1=NC=CC(=C1)C(F)(F)F)C=C2)C(F)(F)F